2-[2-[2-(2,6-dichloroanilino)phenyl]acetyl]oxyacetic acid, diethyl-ammonium salt C(C)[NH2+]CC.ClC1=C(NC2=C(C=CC=C2)CC(=O)OCC(=O)[O-])C(=CC=C1)Cl